OC=1C=C(C2=CC=CC=C2C1)C=1C=CC=2N(C1)C=C(N2)C2CN(C2)C(C=C)=O 1-(3-(6-(3-hydroxynaphthalen-1-yl)imidazo[1,2-a]pyridin-2-yl)azetidin-1-yl)prop-2-en-1-one